ClC1=C(C=C(C=C1OC)OC)C1=CC2=C(N=C(N=C2)NC2=CC=C(C=C2)N(CCN2CCOCC2)C)N2C1=NN=C2 N1-(6-(2-chloro-3,5-dimethoxyphenyl)-[1,2,4]triazolo[4',3':1,6]pyrido[2,3-d]pyrimidin-2-yl)-N4-methyl-N4-(2-morpholinoethyl)benzene-1,4-diamine